C(C)(C)(C)OC(=O)N1C(CN(CC1)C=1C=NC(=CC1)NC=1N=CC2=C(N1)N(C(C(=C2C)C(=C)OCC)=O)C2CCCC2)(C)C 4-{6-[8-cyclopentyl-6-(1-ethoxy-vinyl)-5-methyl-7-oxo-7,8-dihydro-pyrido[2,3-d]Pyrimidin-2-ylamino]-pyridin-3-yl}-2,2-dimethyl-piperazine-1-carboxylic acid tert-butyl ester